O[C@H](C(=O)O)C1=CC=CC=C1 (S)-2-hydroxy-2-phenylacetic acid